3-methyl-N-(6-oxo-1-phenyl-1,6-dihydropyridin-3-yl)benzamide CC=1C=C(C(=O)NC2=CN(C(C=C2)=O)C2=CC=CC=C2)C=CC1